N1(C=NC=C1)C(C)C=1C(=C(C(=C2C=NNC12)C=1N=CC=2N(C1)C=C(N2)NC(=O)[C@H]2[C@H](C2)F)Cl)F (1S,2S)-N-(6-(7-(1-(1H-imidazol-1-yl)ethyl)-5-chloro-6-fluoro-1H-indazol-4-yl)imidazo[1,2-a]pyrazin-2-yl)-2-fluorocyclopropane-1-carboxamide